C(C1=CC=CC=C1)(=O)OC1=C(C(=C(C(=C1)C(C)(C)C)O)C(C)(C)C)CCCCCCCCCCCC n-dodecyl-3,5-di-t-butyl-4-hydroxyphenyl benzoate